tert-butyl (-)-3-(azidomethyl)-4-(3,6-dichloropyridazin-4-yl)piperazine-1-carboxylate N(=[N+]=[N-])CC1CN(CCN1C1=C(N=NC(=C1)Cl)Cl)C(=O)OC(C)(C)C